NC1=CC=C(OC2=CC(=C(C=C2)N)OCC)C=C1 4-(4-aminophenoxy)-2-ethoxybenzenamine